trimethyl-(naphthalen-1-ylmethyl)stannane C[Sn](CC1=CC=CC2=CC=CC=C12)(C)C